tert-butyl N-[(1R)-2-[[5-bromo-2-methyl-1-(2-trimethylsilylethoxymethyl)imidazol-4-yl]methoxy]-1-methyl-ethyl]carbamate BrC1=C(N=C(N1COCC[Si](C)(C)C)C)COC[C@@H](C)NC(OC(C)(C)C)=O